2-Methoxy-6-((tetrahydro-2H-pyran-2-yl)oxy)pyridin-3-amine COC1=NC(=CC=C1N)OC1OCCCC1